CC1C(C(CCC1)C)N 2,6-dimethylcyclohexane-1-amine